COC1CC(CCC1)NC(=O)C1=NC=CC=C1 N-(3-methoxycyclohexyl)pyridine-2-carboxamide